C(C)(=O)C1=NC=C(C(=N1)OC1=CC=CC=C1)C(=O)OCC Ethyl 2-acetyl-4-phenoxypyrimidine-5-carboxylate